ClC1=C(C=CC=C1C1C(NC(CC1)=O)=O)C1=CC=C(C=C1)N1C(N(CCC1)CC(F)F)=O 3-(2-chloro-4'-(3-(2,2-difluoroethyl)-2-oxotetrahydropyrimidin-1(2H)-yl)-[1,1'-biphenyl]-3-yl)piperidine-2,6-dione